(-)-N-(3,3-difluoro-2-hydroxypropyl)-3-oxo-2-(pyridin-3-yl)-6-[4-(trifluoromethyl)phenyl]-2,3-dihydropyridazine-4-carboxamide FC(C(CNC(=O)C=1C(N(N=C(C1)C1=CC=C(C=C1)C(F)(F)F)C=1C=NC=CC1)=O)O)F